Tert-butyl 6-[4-({(1R)-1-[3-(1,1-difluoro-2-hydroxy-2-methylpropyl)-2-fluorophenyl]ethyl}amino)-2-methylpyrido[2,3-d]pyrimidin-6-yl]-2,6-diazaspiro[3.3]heptane-2-carboxylate FC(C(C)(C)O)(F)C=1C(=C(C=CC1)[C@@H](C)NC=1C2=C(N=C(N1)C)N=CC(=C2)N2CC1(CN(C1)C(=O)OC(C)(C)C)C2)F